C(C(C)C)C1=CNC2=CC=C(C=C12)C1=CCN(CC1)C(=O)OC(C)(C)C tert-butyl 4-(3-isobutyl-1H-indol-5-yl)-5,6-dihydropyridine-1(2H)-carboxylate